2-methoxypyridin-4-amine COC1=NC=CC(=C1)N